N-(5-CHLORO-2-METHOXYPHENYL)-2-({2-[METHYL(PHENYL)SULFAMOYL]PHENYL}AMINO)ACETAMIDE ClC=1C=CC(=C(C1)NC(CNC1=C(C=CC=C1)S(N(C1=CC=CC=C1)C)(=O)=O)=O)OC